5-(5,6-dihydro-[1,2,4]triazolo[4,3-a]pyrazin-7(8H)-yl)-2-nitrobenzoic acid methyl ester COC(C1=C(C=CC(=C1)N1CC=2N(CC1)C=NN2)[N+](=O)[O-])=O